N4-cyclobutyl-N2-(2-methoxy-4-((4-morpholino-piperidin-1-yl)sulfonyl)phenyl)-5-(trifluoromethyl)-7H-pyrrolo[2,3-d]pyrimidine-2,4-diamine C1(CCC1)NC=1C2=C(N=C(N1)NC1=C(C=C(C=C1)S(=O)(=O)N1CCC(CC1)N1CCOCC1)OC)NC=C2C(F)(F)F